BrC1=CC=2C(C3=CC(=CC=C3C2C=C1)Br)(C)C 2,7-dibromo-9,9-di-methyl-9H-fluorene